C(C)(C)(C)OC(=O)N1CCN(CC1)C1=C2C=C(N=NC2=C(C=C1)C(=O)O)C 5-[4-(tert-butoxycarbonyl)piperazin-1-yl]-3-methylcinnoline-8-carboxylic acid